ClC1=C(C=CC2=C1C(=NC(C=1N2C=CN1)C)C1=NC=CC=C1F)C(F)(F)F 7-chloro-6-(3-fluoro-2-pyridinyl)-4-methyl-8-(trifluoromethyl)-4H-imidazo[1,2-a][1,4]benzodiazepine